5-phenyloxolane-2-carboxamide C1(=CC=CC=C1)C1CCC(O1)C(=O)N